((4-(2-((1-benzylpiperidin-4-yl)methyl)-1-oxo-2,3-dihydro-1H-indene-5-Yl)piperidin-1-yl)methyl)-1H-indole-5-carbonitrile C(C1=CC=CC=C1)N1CCC(CC1)CC1C(C2=CC=C(C=C2C1)C1CCN(CC1)CN1C=CC2=CC(=CC=C12)C#N)=O